P(=O)(OCC)(OCC)OCC trisethyl phosphate